2-oxo-4-(trifluoromethyl)-imidazolidin O=C1NCC(N1)C(F)(F)F